BrC1=CC(=C(C=C1C)NC1=CC=C2C(=N1)CCC2)C N-(4-bromo-2,5-dimethylphenyl)-6,7-dihydro-5H-cyclopenta[b]pyridin-2-amine